COC=1C(=NC=CC1C1=NN(C=N1)C)NC1=C(N=NC(=C1)NC1=NC=C(C=C1)N1CCOCC1)C(=O)NC([2H])([2H])[2H] 4-{[3-methoxy-4-(1-methyl-1H-1,2,4-triazol-3-yl)pyridin-2-yl]amino}-N-(2H3)methyl-6-{[5-(morpholin-4-yl)pyridin-2-yl]amino}pyridazine-3-carboxamide